C(C)(=O)C=1C(OC2=C(C1N1CCOCC1)C=CC(=C2)NC2=NC=NC(=C2)C2=C(C=CC=C2)CC)=O 3-acetyl-7-{[6-(2-ethylphenyl)pyrimidin-4-yl]amino}-4-morpholino-2H-benzopyran-2-one